4-(4,4,5,5-tetramethyl-1,3,2-dioxaborolan-2-ylphenyl)pyridine-3-sulfonamide CC1(OB(OC1(C)C)C1=C(C=CC=C1)C1=C(C=NC=C1)S(=O)(=O)N)C